1-(6-((5-Methyl-3-(6-methylpyridin-3-yl)isoxazol-4-yl)methoxy)pyridazin-3-carbonyl)azetidin-3-carbonitril CC1=C(C(=NO1)C=1C=NC(=CC1)C)COC1=CC=C(N=N1)C(=O)N1CC(C1)C#N